6-(6-(1H-imidazole-1-thiocarbonyl)-2,6-diazaspiro[3.3]heptan-2-yl)nicotinonitrile N1(C=NC=C1)C(=S)N1CC2(CN(C2)C2=NC=C(C#N)C=C2)C1